(1R,3S)-3-(3-{[(2,5-dimethoxypyridin-4-yl)-acetyl]amino}-1H-pyrazol-5-yl)cyclopentyl tert-but-ylcarbamate C(C)(C)(C)NC(O[C@H]1C[C@H](CC1)C1=CC(=NN1)NC(CC1=CC(=NC=C1OC)OC)=O)=O